(1R,2S,5R)-1-amino-2-((2-amino-2,3-dimethylbutanamido)methyl)-5-(2-boronoethyl)cyclohexane-1-carboxylic acid N[C@]1([C@@H](CC[C@H](C1)CCB(O)O)CNC(C(C(C)C)(C)N)=O)C(=O)O